4-[[1-[[4-[(Z)-non-2-enoxy]-4-oxo-butyl]carbamoyl]-4-oxo-4-(tetradecylamino)butyl]amino]-4-oxo-butanoic acid C(\C=C/CCCCCC)OC(CCCNC(=O)C(CCC(NCCCCCCCCCCCCCC)=O)NC(CCC(=O)O)=O)=O